9,10-dimethoxy-3-methyl-2-(2,4,6-trimethylphenyl)imino-6,7-dihydropyrimido[6,1-a]isoquinolin-4-one COC=1C=C2CCN3C(C2=CC1OC)=CC(N(C3=O)C)=NC3=C(C=C(C=C3C)C)C